ClC=1C=C(C=CC1N1C(N(CC1)C)=O)C1=C(C(=CC=C1)C1=CC(=NC(=C1)N1CCNCC1)NC(C)=O)O N-(4-(3'-chloro-2-hydroxy-4'-(3-methyl-2-oxoimidazolidin-1-yl)-[1,1'-biphenyl]-3-yl)-6-(piperazin-1-yl)pyridin-2-yl)acetamide